Cl.N1N=CC2=CC=C(C=C12)C1=NC(=NC(=N1)NC1(CC1)C1=NC(=CC=C1)C(F)(F)F)N 6-(1H-indazol-6-yl)-N2-[1-[6-(trifluoromethyl)-2-pyridyl]cyclopropyl]-1,3,5-triazine-2,4-diamine hydrochloride